(R)-4-PROPYL-PYRROLIDINE-2-ONE C(CC)[C@@H]1CC(NC1)=O